COC1=C(C(=O)NC(C)C2=CC=C(C=C2)C2=NN3C(NC4=C(CC3)C=CC=C4)=C2C(=O)N)C=CC=C1 2-(4-(1-(2-methoxybenzamido)ethyl)phenyl)-9,10-dihydro-4H-benzo[d]pyrazolo[1,5-a][1,3]diazepine-3-carboxamide